FC1=CC(=C(N)C=C1F)C=1C=NC=2N(C1)C=C(N2)COC2=CC=C(C=C2)F 4,5-difluoro-2-[2-[(4-fluorophenoxy)methyl]imidazo[1,2-a]pyrimidin-6-yl]aniline